N(=[N+]=[N-])[C@]1([C@H]([C@H]([C@@H](O1)N1C(=O)NC(=O)C=C1)O)F)CO 4'-C-Azido-3'-deoxy-3'-fluorouridine